5-(5-(trifluoromethyl)pyridin-2-yl)-1,3,4-oxadiazol FC(C=1C=CC(=NC1)C1=NN=CO1)(F)F